((3-(Benzylcarbamoyl)-5-(trifluoromethyl)phenyl)carbamoyl)(3-((1-(2-ethoxy-2-oxoethyl)piperidin-4-yl)methyl)-1,2,3-oxadiazol-3-ium-5-yl)amide C(C1=CC=CC=C1)NC(=O)C=1C=C(C=C(C1)C(F)(F)F)NC(=O)[N-]C1=C[N+](=NO1)CC1CCN(CC1)CC(=O)OCC